ClC1=CC(=C2C=NNC2=C1)C1(C[C@H]2C([C@H]2C1)NS(=O)(=O)C)O N-((1R,3r,5S,6r)-3-(6-chloro-1H-indazol-4-yl)-3-hydroxybicyclo[3.1.0]hexan-6-yl)methanesulfonamide